ClCC=1C(NC=CC1)=O chloromethylpyridone